FC(C(=O)O)(F)F.ClC=1C=C(C(=C(C1)C1N(CC1F)S(=O)(=O)N)F)C=1C(=NN(C1)C1=CC=C(C=C1)N1CCNCC1)C1=CC=NC=C1 (5-chloro-2-fluoro-3-{1-[4-(piperazin-1-yl)phenyl]-3-(pyridin-4-yl)pyrazol-4-yl}phenyl)-3-fluoroazetidine-1-sulfonamide trifluoroacetic acid salt